1,3-dimethoxy-4,6-diphenyl-benzene COC1=CC(=C(C=C1C1=CC=CC=C1)C1=CC=CC=C1)OC